2-ethyl-3,5,6-trimethyl-4-butoxyphenol C(C)C1=C(C(=C(C(=C1C)OCCCC)C)C)O